NC=1N=NC(=CC1N1CC2CCC(C1)N2C=2C=C(C(=O)N(C)OC)C=CC2)C2=C(C=CC=C2)O 3-[3-[3-amino-6-(2-hydroxyphenyl)pyridazin-4-yl]-3,8-diazabicyclo[3.2.1]octan-8-yl]-N-methoxy-N-methyl-benzamide